2-(((3-propenylaminophenyl)sulfonyl)carbamoyl)isonicotinic acid C(=CC)NC=1C=C(C=CC1)S(=O)(=O)NC(=O)C=1C=C(C(=O)O)C=CN1